2-Fluoro-5-(trifluoromethoxy)benzyl methanesulfonate CS(=O)(=O)OCC1=C(C=CC(=C1)OC(F)(F)F)F